4-[3-chloro-6-fluoro-2-[2-[4-(3-methylpyrazol-1-yl)phenyl]ethyl]phenyl]-5-hydroxy-2,6-dimethyl-pyridazin-3-one ClC=1C(=C(C(=CC1)F)C=1C(N(N=C(C1O)C)C)=O)CCC1=CC=C(C=C1)N1N=C(C=C1)C